BrC1=CC2=C(CCC=3C(=NN(C23)C2=CC(=CC(=C2)Cl)Cl)C(=O)N2C(C(N(CC2)CCO)=O)(C)C)C=C1OC 4-[8-bromo-1-(3,5-dichlorophenyl)-7-methoxy-4,5-dihydrobenzo[g]indazole-3-carbonyl]-1-(2-hydroxyethyl)-3,3-dimethyl-piperazin-2-one